ClC=1C=C(C(=O)NC2CN(CCC2)C=2N=NC(=CC2)C2=C(C=CC=C2)Cl)C=CC1Cl 3,4-dichloro-N-(1-(6-(2-chlorophenyl)pyridazin-3-yl)piperidin-3-yl)benzamide